C=1(C(=CC(=C2C=CC=CC12)C(=O)O)C(=O)O)C(=O)O naphthalene-1,2,4-tricarboxylic acid